2-mercapto-ethyl-amine hydrochloride Cl.SCCN